2-[2-chloro-4-[(3S,4S)-3,4-difluoropyrrolidin-1-yl]pyrimidin-5-yl]acetaldehyde ClC1=NC=C(C(=N1)N1C[C@@H]([C@H](C1)F)F)CC=O